NC1=C(SC2=NC(=CC=C21)C)C(=O)N[C@@H]2CC=1C=CC(=NC1CC2)N2C[C@H]1CCN[C@@H](C2)C1(F)F 3-amino-N-[(6S)-2-[(1S,5R)-9,9-difluoro-2,7-diazabicyclo[3.3.1]nonan-7-yl]-5,6,7,8-tetrahydroquinolin-6-yl]-6-methylthieno[2,3-b]pyridine-2-carboxamide